ClCC=1C=C2C=3N([C@@H](C(NC3C1F)=O)C)C(=C2)C (R)-8-(chloromethyl)-9-fluoro-3,5-dimethyl-1H-pyrrolo[1,2,3-de]quinoxalin-2(3H)-one